CN1CCC2(CN(C2)C=2C(=C(N)C=CC2)[N+](=O)[O-])CC1 3-(7-methyl-2,7-diazaspiro[3.5]nonan-2-yl)-2-nitroaniline